2-(4-(4-(aminomethyl)-1-oxo-1,2-dihydrophthalazin-6-yl)-1-methyl-1H-pyrazol-5-yl)-4-chloro-3-fluoro-6-(3-fluoroazetidin-1-yl)benzonitrile NCC1=NNC(C2=CC=C(C=C12)C=1C=NN(C1C1=C(C#N)C(=CC(=C1F)Cl)N1CC(C1)F)C)=O